4-bromo-3-(1-phenylethylmercapto)aniline BrC1=C(C=C(N)C=C1)SC(C)C1=CC=CC=C1